6-chloro-N-(6-(difluoromethyl)-5-fluoro-2-methoxypyridin-3-yl)pyrazolo[1,5-a]pyridine-3-sulfonamide ClC=1C=CC=2N(C1)N=CC2S(=O)(=O)NC=2C(=NC(=C(C2)F)C(F)F)OC